CC\\1=C(/C(=C/C2=C(C(=C(N2)C(=O)C3=C(C(=C(N3)C=O)C)C=C)C)CCC(=O)O)/N/C1=C\\C4=NC(=O)C(=C4C)C=C)CCC(=O)O The molecule is a linear tetrapyrrole obtained by the enzymic degradation of heme by Mycobacterium tuberculosis enzyme MhuD. It is a linear tetrapyrrole, a dicarboxylic acid, an arenecarbaldehyde and an aromatic ketone. It is a conjugate acid of a mycobilin a(2-).